tert-butyl N-[(E)-4-(4-carbamoyl-2-methoxy-6-nitro-anilino)but-2-enyl]carbamate C(N)(=O)C1=CC(=C(NC/C=C/CNC(OC(C)(C)C)=O)C(=C1)[N+](=O)[O-])OC